C(C)(C)NCC(COC1=CC=CC2=CC(=CC=C12)O)O 1-isopropylamino-3-(6-hydroxy-1-naphthoxy)-2-propanol